N-[1-[5-chloro-2-[4-(4-methylpiperazin-1-yl)anilino]pyrimidin-4-yl]indol-5-yl]prop-2-enamide ClC=1C(=NC(=NC1)NC1=CC=C(C=C1)N1CCN(CC1)C)N1C=CC2=CC(=CC=C12)NC(C=C)=O